3-[1-[2,6-difluoro-4-[1-(3-fluoropropyl)azetidin-3-yl]oxy-phenyl]-3-methyl-1,3,4,9-tetrahydro-pyrido[3,4-b]indol-2-yl]-2-methyl-propionic acid FC1=C(C(=CC(=C1)OC1CN(C1)CCCF)F)C1N(C(CC2=C1NC1=CC=CC=C21)C)CC(C(=O)O)C